N=1C=NN2C1C=C(C=C2)OC2=CC(=C(C=C2C)NC2=C(C=NC1=CC(=C(C=C21)NC(/C(=C\[C@@H]2N(CCC2)C)/F)=O)OCC)C#N)OC (R,E)-N-(4-((4-([1,2,4]triazolo[1,5-a]pyridin-7-yloxy)-2-methoxy-5-methylphenyl)amino)-3-cyano-7-ethoxyquinolin-6-yl)-2-fluoro-3-(1-methylpyrrolidin-2-yl)acrylamide